ClC1=C(C=C2C=C(N=CC2=C1)NC(=O)[C@@H]1C(C1)C1CCOCC1)N1CCN(CC1)[C@@]1(COC[C@@H]1F)C (S)-N-[7-chloro-6-[4-((3R,4R)-4-fluoro-3-methyl-tetrahydrofuran-3-yl)piperazin-1-yl]-3-isoquinolinyl]-2-tetrahydropyran-4-yl-cyclopropanecarboxamide